N-(4-[(2Z)-2-(hydroxyimino)-3-oxo-2,3-dihydro-1H-inden-5-yl]phenyl)methane-sulfonamide O\N=C/1\CC2=CC=C(C=C2C1=O)C1=CC=C(C=C1)NS(=O)(=O)C